1,1-Diphenyl-N-(8-(4-(trifluoromethyl)phenyl)imidazo[1,2-a]pyrazin-6-yl)methanimine C1(=CC=CC=C1)C(=NC=1N=C(C=2N(C1)C=CN2)C2=CC=C(C=C2)C(F)(F)F)C2=CC=CC=C2